5-amino-3-cyano-1-(2,6-dichloro-4-trifluoromethylphenyl)-4-trifluoromethylthiopyrazole NC1=C(C(=NN1C1=C(C=C(C=C1Cl)C(F)(F)F)Cl)C#N)SC(F)(F)F